BrC1=CC=C2C(=NN(C2=C1)COCC[Si](C)(C)C)C1=NC2=C(N1COCC[Si](C)(C)C)CN(C2)CC2=NC=CN=C2 6-bromo-3-(5-(pyrazin-2-ylmethyl)1-((2-(trimethylsilyl)ethoxy)methyl)-1,4,5,6-tetrahydropyrrolo[3,4-d]imidazol-2-yl)-1-((2-(trimethylsilyl)ethoxy)methyl)-1H-indazol